1-(2-((2-((2'-chloro-2-fluoro-[1,1'-biphenyl]-3-yl)amino)-2-oxoethyl)(cyclopropyl)amino)-2-oxoethyl)-5-(pyrimidin-5-ylamino)-1H-indazole-3-carboxamide ClC1=C(C=CC=C1)C1=C(C(=CC=C1)NC(CN(C(CN1N=C(C2=CC(=CC=C12)NC=1C=NC=NC1)C(=O)N)=O)C1CC1)=O)F